N-[(3R,6S)-6-[5-(4-chlorophenyl)-1,3,4-oxadiazol-2-yl]oxan-3-yl]-2-[(5-fluoro-6-methylpyridin-3-yl)oxy]acetamide ClC1=CC=C(C=C1)C1=NN=C(O1)[C@@H]1CC[C@H](CO1)NC(COC=1C=NC(=C(C1)F)C)=O